N-[5-(5-chloro-2-fluorophenyl)-3-[(dimethylamino)methyl]-2-methyl-7-oxo-6,7-dihydro-5H-pyrrolo[4,3-f]indazol-4-yl]-5-fluoro-3-(trifluoromethyl)benzamide ClC=1C=CC(=C(C1)C1NC(C=2C1=C(C1=C(N(N=C1C2)C)CN(C)C)NC(C2=CC(=CC(=C2)F)C(F)(F)F)=O)=O)F